6-[(1S,2R,3R,4R)-1,2,3,4,5-pentahydroxypentyl]-2,4-bis(propan-2-yl)-1,2,4,5-tetrazinan-3-one O[C@H]([C@H]([C@@H]([C@@H](CO)O)O)O)C1NN(C(N(N1)C(C)C)=O)C(C)C